6-(2-Chloro-4-methylphenyl)-2-((3-cyclopropyl-1,2,4-oxadiazol-5-yl)methyl)indazole-4-carboxylic acid ClC1=C(C=CC(=C1)C)C=1C=C(C2=CN(N=C2C1)CC1=NC(=NO1)C1CC1)C(=O)O